COC(=O)C=1C(N(C2=CC(=CC=C2C1N)C(F)(F)F)C1=CC=C(C=C1)C(C)(C)O)=O 4-amino-1-(4-(2-hydroxypropan-2-yl)phenyl)-2-oxo-7-(trifluoromethyl)-1,2-dihydroquinoline-3-carboxylic acid methyl ester